L-Ascorbyl Palmitate CCCCCCCCCCCCCCCC(=O)OCC(C1C(=C(C(=O)O1)O)O)O